ClCC=1N(C2=CC=CC=C2C1C)C(=O)OC(C)(C)C tert-butyl 2-(chloromethyl)-3-methyl-1H-indole-1-carboxylate